(R)-1-(4-(1-(4-fluorophenyl)-1H-indazol-5-yl)-2-isobutylpiperazin-1-yl)ethan-1-one FC1=CC=C(C=C1)N1N=CC2=CC(=CC=C12)N1C[C@H](N(CC1)C(C)=O)CC(C)C